C1=CC=C(C(=C1)NC(=O)CCl)F 2-chloro-N-(2-fluorophenyl)acetamide